BrCC1CCC(CC1)OC(F)(F)F 1-(bromomethyl)-4-trifluoromethoxycyclohexane